CC=1C=C(C=2C=CNC(C2C1)=O)C(=O)OC methyl 7-methyl-1-oxo-1,2-dihydroisoquinoline-5-carboxylate